C(CCCC)O racemic-pentanol